C(C)OC1=C(C=CC(=C1)C(=O)N1CCCC1)C=1NC(C2=C(N1)NN=N2)=O 5-(2-ethoxy-4-(pyrrolidine-1-carbonyl)phenyl)-3,6-dihydro-7H-[1,2,3]triazolo[4,5-d]pyrimidin-7-one